6H-chromeno[3,2-c]quinoline-6,7(5H)-dione C1=C2C3=C(C(NC2=CC=C1)=O)C(C1=CC=CC=C1O3)=O